BIs(4-aminophenyl)terephthalamide Diethyl-1-amino-4-(1-methyl-1H-pyrazol-3-yl)-1H-pyrrole-2,3-dicarboxylate C(C)OC(=O)C=1N(C=C(C1C(=O)OCC)C1=NN(C=C1)C)N.NC1=CC=C(C=C1)C=1C(=C(C(=O)N)C=CC1C(=O)N)C1=CC=C(C=C1)N